ClC=1C(=NC(=NC1)NC1=CC2=C(B(OC2C)O)C=C1)NC1CCCC1 5-((5-chloro-4-(cyclopentylamino)pyrimidin-2-yl)amino)-3-methylbenzo[c][1,2]oxaborole-1(3H)-ol